N-[1-[6-[2-(2-aminoethoxy)ethoxy]hexyl]-3-carbamoyl-pyrazol-4-yl]-2-[2-(cyclopropyl-methyl-amino)-4-pyridyl]oxazole-4-carboxamide NCCOCCOCCCCCCN1N=C(C(=C1)NC(=O)C=1N=C(OC1)C1=CC(=NC=C1)N(C)C1CC1)C(N)=O